3-Methyl-6-(1'-methyl-2-oxospiro[indol-3,4'-piperidine]-5-yl)-3,4-dihydropyridine-1(2H)-carboxylic acid tert-butyl ester C(C)(C)(C)OC(=O)N1CC(CC=C1C=1C=C2C(=CC1)NC(C21CCN(CC1)C)=O)C